(1-(3-(2-aminoethyl)-5-methyl-1H-pyrazole-1-yl)cyclopropyl)methanol Z-sulfate S(=O)(=O)(O)OCC1(CC1)N1N=C(C=C1C)CCN